C(CC)OC(NC1=CC=CC=C1)=O N-phenyl-carbamic acid propyl ester